2-[1-[8-[(2S)-2-methylazetidin-1-yl]-3-(trifluoromethyl)imidazo[1,2-a]pyrazin-6-yl]pyrazol-3-yl]acetic acid C[C@@H]1N(CC1)C=1C=2N(C=C(N1)N1N=C(C=C1)CC(=O)O)C(=CN2)C(F)(F)F